C(C)OC(=O)C1(C(C2=CC(=CC=C2C1)C)=O)C 2,6-dimethyl-1-oxo-2,3-dihydro-1H-indene-2-carboxylic acid ethyl ester